2-Methyl-5-{2-[methyl-(2,2,6,6-tetramethylpiperidin-4-yl)amino][1,3]thiazolo[4,5-c]pyridin-6-yl}-2H-indazol-7-carbonitril CN1N=C2C(=CC(=CC2=C1)C1=CC2=C(C=N1)N=C(S2)N(C2CC(NC(C2)(C)C)(C)C)C)C#N